mercury-tin [Sn].[Hg]